N-((3S,4S)-3-((6-(2,6-dichloro-3,5-di-methoxyphenyl)-8-((4-(isopropyl-amino)butyl)amino)pyrido[3,4-d]pyrimidin-2-yl)amino)tetrahydro-2H-pyran-4-yl)acrylamide ClC1=C(C(=C(C=C1OC)OC)Cl)C1=CC2=C(N=C(N=C2)N[C@@H]2COCC[C@@H]2NC(C=C)=O)C(=N1)NCCCCNC(C)C